OCC1=C2C(=NC=C1)N(N=C2C2CN(C2)C(\C=C\COC)=O)C2=CC=C(C=C2)OC(F)(F)F (E)-1-[3-[4-(hydroxymethyl)-1-[4-(trifluoromethoxy)phenyl]pyrazolo[3,4-b]pyridin-3-yl]azetidin-1-yl]-4-methoxy-but-2-en-1-one